N[C@@H](CC(=O)OC)CO methyl (S)-3-amino-4-hydroxybutanoate